4-[3-(1-ethyl-3-methyl-1H-pyrazol-5-yl)-1H-1,2,4-triazol-5-yl]-1-[2-(2-methylmorpholin-4-yl)ethyl]-1H-indazole-6-carboxamide C(C)N1N=C(C=C1C1=NNC(=N1)C1=C2C=NN(C2=CC(=C1)C(=O)N)CCN1CC(OCC1)C)C